3-acetoxypropionic acid ethyl ester C(C)OC(CCOC(C)=O)=O